C(#N)C1=CC2=C(C(=NO2)C2=C(C=CC=C2)[C@H](CC2=NC(=CC=C2)C#N)N[S@@](=O)C(C)(C)C)C=C1 (S)-N-{(S)-1-[2-(6-Cyanobenzo[d]isoxazol-3-yl)phenyl]-2-(6-cyanopyridine-2-yl)ethyl}-2-methylpropane-2-sulfinamide